C1=C(C=CC=2SC3=C(C21)C=CC=C3)C=3C=C(C=C(C3)C3=CC2=C(SC1=C2C=CC=C1)C=C3)N3C1=CC=CC=C1C=1C=CC=CC31 9-[3,5-bis(2-dibenzothienyl)phenyl]-9H-carbazole